2-bromo-5-(10-(9,9-diphenyl-9H-fluoren-2-yl)anthracen-9-yl)pyridine BrC1=NC=C(C=C1)C=1C2=CC=CC=C2C(=C2C=CC=CC12)C1=CC=2C(C3=CC=CC=C3C2C=C1)(C1=CC=CC=C1)C1=CC=CC=C1